2-amino-3-cyano-4-(5-thiazolyl)-6-methyl-4H-pyran-5-carboxylic acid methyl ester COC(=O)C=1C(C(=C(OC1C)N)C#N)C1=CN=CS1